C(=O)[O-].C(=O)[O-].[Na+].C1=CC=CC1.C1=CC=CC1.[Na+] dicyclopentadiene sodium diformate